(1s,4s)-4-((2-((2-(1-(Cyclopropylsulfonyl)-1H-pyrazol-4-yl)pyrimidin-4-yl)amino)-5-((1-(2,2-difluorocyclopropyl)-1H-pyrazol-4-yl)ethynyl)pyridin-4-yl)amino)-1-methyl-cyclohexan-1-ol C1(CC1)S(=O)(=O)N1N=CC(=C1)C1=NC=CC(=N1)NC1=NC=C(C(=C1)NC1CCC(CC1)(O)C)C#CC=1C=NN(C1)[C@@H]1C(C1)(F)F